2-chloro-N-[(2R)-1-oxo-1-piperazin-1-ylpropan-2-yl]-4-[[3-[3-(trifluoromethyl)-1H-pyrazol-4-yl]imidazo[1,2-a]pyrazin-8-yl]amino]benzamide formate C(=O)O.ClC1=C(C(=O)N[C@@H](C(N2CCNCC2)=O)C)C=CC(=C1)NC=1C=2N(C=CN1)C(=CN2)C=2C(=NNC2)C(F)(F)F